5-(2-iodoacetylaminoethyl)aminonaphthalene-1-sulfonic acid ICC(=O)NCCNC1=C2C=CC=C(C2=CC=C1)S(=O)(=O)O